3-((2-chloropyrimidin-5-yl)sulfonyl)-5'-methyl-4-pentyl-2'-(prop-1-en-2-yl)-[1,1'-biphenyl]-2,6-diol ClC1=NC=C(C=N1)S(=O)(=O)C1=C(C(=C(C=C1CCCCC)O)C1=C(C=CC(=C1)C)C(=C)C)O